(S)-(6-((2-amino-3-chloropyridin-4-yl)thio)-3-(1-amino-6-methoxy-1,3-dihydrospiro[inden-2,4'-piperidin]-1'-yl)pyrazin-2-yl)methanol NC1=NC=CC(=C1Cl)SC1=CN=C(C(=N1)CO)N1CCC2(CC1)[C@@H](C1=CC(=CC=C1C2)OC)N